NC1=C(N=CC(=N1)C1=CC(=C(C(=O)NC=2C(=NNC2Cl)C)C=C1F)O[C@H](C(F)(F)F)C)Cl (S)-4-(6-amino-5-chloropyrazin-2-yl)-N-(5-chloro-3-methyl-1H-pyrazol-4-yl)-5-fluoro-2-((1,1,1-trifluoropropan-2-yl)oxy)benzamide